FC(C=1C=CC(=C(C1)N1N=C(C=2C=NC(=CC21)NC=2C(NC=CN2)=O)NCCN(C)C)OC)F 3-((1-(5-(difluoromethyl)-2-methoxyphenyl)-3-((2-(dimethylamino)ethyl)amino)-1H-pyrazolo[4,3-c]pyridin-6-yl)amino)pyrazin-2(1H)-one